methyl 5-piperazin-1-ylpentanoate N1(CCNCC1)CCCCC(=O)OC